trans-3-[(2-chloro-4-fluorobenzyl)oxy]-N-[2-fluoro-3-(5-fluoro-4-methyl-6-oxo-1,6-dihydropyrimidin-2-yl)-4-(trifluoromethyl)benzyl]cyclobutane-1-carboxamide ClC1=C(CO[C@@H]2C[C@H](C2)C(=O)NCC2=C(C(=C(C=C2)C(F)(F)F)C=2NC(C(=C(N2)C)F)=O)F)C=CC(=C1)F